O[C@@H]1C[C@H](N(C1)C([C@H](C(C)(C)C)NC(CCCCCCCCCNC(OC(C)(C)C)=O)=O)=O)C(N[C@@H](C)C1=CC=C(C=C1)C1=C(N=CS1)C)=O tert-butyl (10-(((S)-1-((2S,4R)-4-hydroxy-2-(((S)-1-(4-(4-methylthiazol-5-yl)phenyl)ethyl)carbamoyl)pyrrolidin-1-yl)-3,3-dimethyl-1-oxobutan-2-yl)amino)-10-oxodecyl)carbamate